FC1=CC(=C2CCCN(C2=C1)C1=NC=2N(C3=CC=CC(=C13)F)C(=NN2)C)C#CC(C)(O)C 4-(7-fluoro-1-(6-fluoro-1-methyl-[1,2,4]triazolo[4,3-a]quinazolin-5-yl)-1,2,3,4-tetrahydroquinolin-5-yl)-2-methylbut-3-yn-2-ol